C(C)(C)(C)OOC(C)(C)C1=C(C=CC=C1)C(C)(C)OOC(C)(C)C bis(t-butylperoxyisopropyl)-benzene